tert-Butyl N-[2-[(4,4-dimethylcyclohexyl)methylamino] ethyl]carbamate CC1(CCC(CC1)CNCCNC(OC(C)(C)C)=O)C